FC1=C(C=CC=C1)C=1C=NC=CC1C(=O)NC=1C=C2CCC(NC2=C(C1)C)=O 3-(2-fluorophenyl)-N-(8-methyl-2-oxo-3,4-dihydro-1H-quinolin-6-yl)pyridine-4-carboxamide